N-((R)-1-(2-methyl-3-(trifluoromethyl)phenyl)ethyl)-6-oxo-4-(pyrrolidin-3-ylamino)-1-(tetrahydro-2H-pyran-4-yl)-1,6-dihydropyridine-3-carboxamide CC1=C(C=CC=C1C(F)(F)F)[C@@H](C)NC(=O)C1=CN(C(C=C1NC1CNCC1)=O)C1CCOCC1